2-bromo-1-(2-chlorophenyl)ethanone BrCC(=O)C1=C(C=CC=C1)Cl